N1=CC=C(C=C1)COC(=O)N1CCC(CC1)(CO)F 4-fluoro-4-(hydroxymethyl)piperidine-1-carboxylic acid-pyridin-4-ylmethyl ester